N-[(S)-(5-bromo-1H-imidazo[4,5-b]pyridin-2-yl)(4-methylcyclohexyl)methyl]-carbamic acid tert-butyl ester C(C)(C)(C)OC(N[C@@H](C1CCC(CC1)C)C=1NC=2C(=NC(=CC2)Br)N1)=O